4-(2,2-difluoro-benzo[1,3]dioxol-5-ylmethyl)-piperazine-1-carboxylic acid (4-chloro-pyridin-3-yl)-amide, bis-hydrochloride Cl.Cl.ClC1=C(C=NC=C1)NC(=O)N1CCN(CC1)CC1=CC2=C(OC(O2)(F)F)C=C1